BrC=1C(=CC=2C3=C(C(=NC2C1F)SC)C=C(N3[C@H]3[C@H]1CN([C@@H]3C1)C(=O)OC(C)(C)C)CN1C(OCC1)=O)C tert-butyl (1R,4R,5S)-5-(7-bromo-6-fluoro-8-methyl-4-(methylthio)-2-((2-oxooxazolidin-3-yl)methyl)-1H-pyrrolo[3,2-c]quinolin-1-yl)-2-azabicyclo[2.1.1]hexane-2-carboxylate